(E)-1,1'-(but-2-ene-1,4-diyl)bis(2-(2,5-dimethylfuran-3-carboxamido)-7-methoxy-1H-benzo[d]imidazole-5-carboxamide) C(\C=C\CN1C(=NC2=C1C(=CC(=C2)C(=O)N)OC)NC(=O)C2=C(OC(=C2)C)C)N2C(=NC1=C2C(=CC(=C1)C(=O)N)OC)NC(=O)C1=C(OC(=C1)C)C